O(C1=CC=CC=C1)C1=CC=C(C=C1)NC1=NC(=NC=N1)NC=1C=C(C=CC1)NC(C=C)=O N-(3-((4-((4-phenoxyphenyl)amino)-1,3,5-triazin-2-yl)amino)phenyl)acrylamide